aniline-4-d NC1=CC=C(C=C1)[2H]